ClC=1C=C2C=NN(C2=CC1N1CCN(CC1)C1(COC1)C)C=1C=NN(C1)C12CC(C1)(C2)CO (3-(4-(5-chloro-6-(4-(3-methyloxetan-3-yl)piperazin-1-yl)-1H-indazol-1-yl)-1H-pyrazol-1-yl)bicyclo[1.1.1]pentan-1-yl)methanol